N(=[N+]=[N-])[C@H]1C[C@H](N(C1)C(=O)OC(C)(C)C)C(=O)OC O1-tert-butyl O2-methyl (2S,4S)-4-azidopyrrolidine-1,2-dicarboxylate